3-(benzyloxy)-5-hydroxyisonicotinaldehyde C(C1=CC=CC=C1)OC1=C(C=O)C(=CN=C1)O